C1(=CC(=CC=C1)O[C@@H]1C[C@H](NC1)C(=O)OC)C methyl (2S,4R)-4-(m-tolyloxy)pyrrolidine-2-carboxylate